1-[(6-{[4-(2-amino-8-methoxyquinazolin-4-yl)-1H-1,2,3-triazol-1-yl]methyl}pyridin-2-yl)methyl]pyrrolidin-2-one NC1=NC2=C(C=CC=C2C(=N1)C=1N=NN(C1)CC1=CC=CC(=N1)CN1C(CCC1)=O)OC